BrC=1C=C(C=C(C1)Br)C1=CC=C(C=C1)C=1OC2=C(C1)C=CC=C2 2-(3',5'-dibromo-[1,1'-biphenyl]-4-yl)benzofuran